C1(CC1)N(C1=C(C(=NC=N1)NC[C@]1([C@@H](CN(CC1)[C@@H](C(=O)N)C1=CC=NC=C1)O)O)F)CC1=CC=C(C=C1)C(F)(F)F |o1:18| rel-2-((3R,4R)-4-(((6-(cyclopropyl(4-(trifluoromethyl)benzyl)amino)-5-fluoropyrimidin-4-yl)amino)methyl)-3,4-dihydroxypiperidin-1-yl)-2-(pyridin-4-yl)acetamide